FC=1C(=NC=CC1)SC=1C=2N(C=C(C1)C1=CC=C(C=C1)N1CCN(CC1)C)N=CC2C#N 4-((3-fluoropyridin-2-yl)thio)-6-(4-(4-methylpiperazin-1-yl)phenyl)pyrazolo[1,5-a]pyridine-3-carbonitrile